N1(N=CC=C1)CC=1C=C(CN2C(NC=3C(=NC=4C=CC=CC4C32)Cl)=O)C=CC1 1-(3-((1H-pyrazol-1-yl)methyl)benzyl)-4-chloro-1H-imidazo[4,5-c]quinolin-2(3H)-one